BrC1=C(C=C(C(=C1)N[C@H](C)C1=C(C=C(C=C1)Cl)Cl)N)C (R)-5-bromo-N1-(1-(2,4-dichlorophenyl)ethyl)-4-methylbenzene-1,2-diamine